O.CC1=C(N2C([C@H]([C@H]2SC1)NC([C@@H](C1=CC=C(C=C1)O)N)=O)=O)C(=O)O (6R,7R)-3-methyl-7-[(R)-2-amino-2-(4-hydroxyphenyl)acetamido]-8-oxo-5-thia-1-azabicyclo[4.2.0]oct-2-ene-2-carboxylic acid monohydrate